4-((4-(trifluoromethyl)cyclohexyl)oxy)pyrrolo[1,2-a]quinoxaline-7-carboxylic acid FC(C1CCC(CC1)OC=1C=2N(C3=CC=C(C=C3N1)C(=O)O)C=CC2)(F)F